CC=1C=CC(=NC1)OCCNC(OC(C)(C)C)=O tert-butyl (2-((5-methylpyridin-2-yl)oxy)ethyl)carbamate